(+-)-2-[(1E)-3-ethoxy-1-buten-1-yl]-1,3,3-trimethylcyclohexene C(C)O[C@@H](/C=C/C1=C(CCCC1(C)C)C)C |r|